cobalt diethylphosphate C(C)OP(=O)(OCC)[O-].[Co+]